6-({1-[(2S)-2-amino-2-(1H-imidazol-4-yl)acetyl]azetidin-3-yl}oxy)-3-(2-boronoethyl)-2-hydroxybenzoic acid N[C@H](C(=O)N1CC(C1)OC1=CC=C(C(=C1C(=O)O)O)CCB(O)O)C=1N=CNC1